{[3-(4-Fluorophenyl)-4-(6-phenylfuro[2,3-d]pyrimidin-4-yl)-1H-pyrazol-1-yl]methyl}-1λ6-thiane-1,1-dione FC1=CC=C(C=C1)C1=NN(C=C1C=1C2=C(N=CN1)OC(=C2)C2=CC=CC=C2)CC2S(CCCC2)(=O)=O